2-(1-cyclopropyl-4-fluoro-1H-indol-6-yl)-4-(4-fluoropiperidine-1-carbonyl)-7-methoxy-2,6-naphthyridin-1(2H)-one C1(CC1)N1C=CC2=C(C=C(C=C12)N1C(C2=CC(=NC=C2C(=C1)C(=O)N1CCC(CC1)F)OC)=O)F